C(#N)C1=CC=C(C=C1)C1=C(C=2N(C(=N1)OC[C@H]1CN(CCC1)C)C=CN2)C2=CC(=C(CN(C(=O)N(C)C)C)C=C2)F N-[4-(7-(4-cyanophenyl)-5-{[(3R)-1-methylpiperidin-3-yl]methoxy}imidazo[1,2-c]pyrimidin-8-yl)-2-fluorobenzyl]-N,N',N'-trimethylurea